1-(benzo[b]thiophen-5-yl)-N-methylpropan-2-amine hydrochloride Cl.S1C2=C(C=C1)C=C(C=C2)CC(C)NC